2-methyl-acrylic acid-11-aminoundecyl ester NCCCCCCCCCCCOC(C(=C)C)=O